2-(chloromethyl)-6-cyclopropylimidazo[1,2-a]Pyridine ClCC=1N=C2N(C=C(C=C2)C2CC2)C1